N-(3-chloro-5-(methylsulfonyl)phenyl)-5-(5-(methoxymethyl)pyridin-2-yl)-1-methyl-1H-pyrrole-3-carboxamide ClC=1C=C(C=C(C1)S(=O)(=O)C)NC(=O)C1=CN(C(=C1)C1=NC=C(C=C1)COC)C